methyl-4,7-diazaspiro[2.5]octan CC1CC12NCCNC2